2-(3,4-dimethoxyphenyl)-7-[4-(dimethylamino)piperidin-1-yl]-4H-pyrido[1,2-a]pyrimidin COC=1C=C(C=CC1OC)C=1N=C2N(CC1)C=C(C=C2)N2CCC(CC2)N(C)C